CN1CCC(CC1)NC1=C2C=CN(C2=CC(=C1)C=1C=C(C=CC1)CNC(=O)C1CC1)CC(F)(F)F N-[[3-[4-[(1-methyl-4-piperidyl)amino]-1-(2,2,2-trifluoroethyl)indol-6-yl]phenyl]methyl]cyclopropanecarboxamide